CN(CCNS(OCC(=O)NC=1SC2=C(N1)CCC[C@@H]2C2=CC=C(C=C2)F)(=O)=O)C (R)-2-((7-(4-fluorophenyl)-4,5,6,7-tetrahydrobenzo[d]thiazol-2-yl)amino)-2-oxoethyl (2-(dimethylamino)ethyl)sulfamate